2-[(2E)-2-(aminomethyl)-3-fluoroprop-2-en-1-yl]-4-[3-(2-methylpyrimidin-5-yl)phenyl]-2,4-dihydro-3H-1,2,4-triazol-3-one hydrochloride Cl.NC/C(/CN1N=CN(C1=O)C1=CC(=CC=C1)C=1C=NC(=NC1)C)=C\F